N-propionyl-acrylamide C(CC)(=O)NC(C=C)=O